2-methoxyethyl (1-hydroxy-7-methyl-1,3-dihydrobenzo[c][1,2]oxaborole-6-carbonyl)-L-valinate OB1OCC2=C1C(=C(C=C2)C(=O)N[C@@H](C(C)C)C(=O)OCCOC)C